(1R,5S)-3-(2,7-dichloro-8-fluoro-5-((triisopropylsilyl)ethynyl)pyrido[4,3-d]pyrimidin-4-yl)-3,8-diazabicyclo[3.2.1]octane-8-carboxylic acid tert-butyl ester C(C)(C)(C)OC(=O)N1[C@H]2CN(C[C@@H]1CC2)C=2C1=C(N=C(N2)Cl)C(=C(N=C1C#C[Si](C(C)C)(C(C)C)C(C)C)Cl)F